O1C(CCCC1)N1N=CC=C1C1=C(C2=CC=CC=C2C=C1)O 2-[2-(3,4,5,6-tetrahydro-2H-pyran-2-yl)pyrazol-3-yl]1-Naphthol